CC1=NN(C(C2=CC(=CC=C12)NCCN1CCNCC1)=O)C1C(NC(CC1)=O)=O 3-(4-methyl-1-oxo-7-((2-(piperazin-1-yl)ethyl)amino)phthalazin-2(1H)-yl)piperidin-2,6-Dion